N-((trans)-4-(((5-Fluoro-4-oxo-7-((tetrahydrofuran-3-yl)methoxy)-3,4-dihydroquinazolin-2-yl)methyl)thio)cyclohexyl)acetamide FC1=C2C(NC(=NC2=CC(=C1)OCC1COCC1)CS[C@@H]1CC[C@H](CC1)NC(C)=O)=O